7-chloro-2-(2-cyclopropyl-4-methoxyphenyl)-3-((2,4-dimethylthiazol-5-yl)methyl)-8-hydroxybenzo[4,5]thieno[2,3-d]pyrimidin-4(3H)-one ClC1=C(C2=C(C3=C(N=C(N(C3=O)CC3=C(N=C(S3)C)C)C3=C(C=C(C=C3)OC)C3CC3)S2)C=C1)O